1H,8H-pyrido[2,3-d]pyrimidine-2,4,7-trione N1C(NC(C2=C1NC(C=C2)=O)=O)=O